CC=1N=CC(=NC1)CNC(=O)C1=CC2=CN(N=C2C=C1)C=1C=NC=CC1 N-[(5-methylpyrazin-2-yl)methyl]-2-(3-pyridyl)indazole-5-carboxamide